C1(CCCC1)N1CCC(CC1)C=1C=C2C(=C(NC2=CC1)C1=CC(=NC(=C1)C)C)C(C)C 5-(1-cyclopentylpiperidin-4-yl)-2-(2,6-dimethylpyridin-4-yl)-3-isopropyl-1H-indole